(S)-benzyl 2-((((9H-fluoren-9-yl)methoxy)carbonyl)amino)-6-(dimethylamino)hexanoate C1=CC=CC=2C3=CC=CC=C3C(C12)COC(=O)N[C@H](C(=O)OCC1=CC=CC=C1)CCCCN(C)C